32-dodecanoyloxy-dotriacontanoic acid C(CCCCCCCCCCC)(=O)OCCCCCCCCCCCCCCCCCCCCCCCCCCCCCCCC(=O)O